BrC1=C(N=C2N(C1=O)C=CC=C2C2=CC=C(C(=O)NCCCOC)C=C2)C(F)(F)F 4-(3-bromo-4-oxo-2-(trifluoromethyl)-4H-pyrido[1,2-a]pyrimidin-9-yl)-N-(3-methoxypropyl)benzamide